N1(CCOCC1)CCS(=O)(=O)O 2-morpholin-4-ylethane-sulfonic acid